(2S)-Methyl-N-pentyl-4-(1-piperidyl)piperidine-1-carboxamide tert-Butyl-(2S)-methyl-4-(1-piperidyl)piperidine-1-carboxylate C(C)(C)(C)[C@]1(N(CCC(C1)N1CCCCC1)C(=O)O)C.C[C@@H]1N(CCC(C1)N1CCCCC1)C(=O)NCCCCC